4-((4-(2-hydroxyethoxy)pyrimidin-2-yl)amino)-3-methoxy-N-(5-(5-methyl-1H-pyrazol-1-yl)-1,3,4-thiadiazol-2-yl)-2-oxo-2H-pyran-6-carboxamide OCCOC1=NC(=NC=C1)NC1=C(C(OC(=C1)C(=O)NC=1SC(=NN1)N1N=CC=C1C)=O)OC